1,8-bis(3,5-bis(trifluoromethyl)phenyl)-3,6-di-sec-butylphenanthrene FC(C=1C=C(C=C(C1)C(F)(F)F)C1=CC(=CC=2C3=CC(=CC(=C3C=CC12)C1=CC(=CC(=C1)C(F)(F)F)C(F)(F)F)C(C)CC)C(C)CC)(F)F